7-fluoro-8-(5-fluoro-3-(tetrahydrofuran-3-yl)-1H-indol-7-yl)-1,4,4,9-tetramethyl-4,5-dihydroimidazo[1,2-a]quinoxaline FC=1C=C2NC(C=3N(C2=C(C1C=1C=C(C=C2C(=CNC12)C1COCC1)F)C)C(=CN3)C)(C)C